C(C)C1=C(C=CC(=C1)N1CCN(CC1)C)NC1=NC=C(C(=N1)NCCCN(C(=O)C1COCC1)C)C(F)(F)F N-(3-((2-((2-ethyl-4-(4-methylpiperazin-1-yl)phenyl)amino)-5-(trifluoromethyl)pyrimidin-4-yl)amino)propyl)-N-methyltetrahydrofuran-3-carboxamide